3-methyl-5-(N-(4-(1-(tert-butoxycarbonyl)piperidin-4-yl)phenyl)-N-phenethylsulfamoyl)benzofuran-2-carboxylic acid CC1=C(OC2=C1C=C(C=C2)S(N(CCC2=CC=CC=C2)C2=CC=C(C=C2)C2CCN(CC2)C(=O)OC(C)(C)C)(=O)=O)C(=O)O